1-{4-[(3-cyano-1-{[2-(trimethylsilyl)ethoxy]methyl}-1H-pyrrolo[2,3-b]pyridin-4-yl)oxy]-3,5-difluorophenyl}urea C(#N)C1=CN(C2=NC=CC(=C21)OC2=C(C=C(C=C2F)NC(=O)N)F)COCC[Si](C)(C)C